C(C)OC(=O)C=1OC2=C(C1C)C=C(C=C2)S(NCCC2=COC1=C2C=CC=C1)(=O)=O 5-(N-(2-(benzofuran-3-yl)ethyl)sulfamoyl)-3-methylbenzofuran-2-carboxylic acid ethyl ester